ClC1=C(C=C(C=C1)F)C1NC(C2=C1C(=CC1=C(N(N=C21)C)C(C(F)(F)F)O)NC(C2=CC(=CC(=C2)C(F)(F)F)F)=O)=O N-[6-(2-chloro-5-fluorophenyl)-2-methyl-8-oxo-3-(2,2,2-trifluoro-1-hydroxyethyl)-7,8-dihydro-6H-pyrrolo[4,3-g]indazol-5-yl]-3-fluoro-5-(trifluoromethyl)benzamide